2-(3-Phenyloxetan-3-yl)ethan-1-ol C1(=CC=CC=C1)C1(COC1)CCO